(1S,3S)-N1-(5-bromo-3-fluoropyridin-2-yl)-N3-(7-fluoro-[1,2,4]triazolo[1,5-a]pyridin-2-yl)cyclopentane-1,3-diamine BrC=1C=C(C(=NC1)N[C@@H]1C[C@H](CC1)NC1=NN2C(C=C(C=C2)F)=N1)F